4-methyltetrahydrophthalic acid-diglycidylester C(C1CO1)OC(C1C(C(=O)OCC2CO2)CC(C=C1)C)=O